C(C)(C)(C)OC(=O)N1C[C@](CC1)(CO)F (R)-3-fluoro-3-(hydroxymethyl)pyrrolidine-1-carboxylic acid tert-butyl ester